((1R,3R)-3-((S)-2,2-dimethyl-1,3-dioxolan-4-yl)-2,2-difluoro-1-methylcyclopropyl)methyl acetate C(C)(=O)OC[C@@]1(C([C@H]1[C@@H]1OC(OC1)(C)C)(F)F)C